C(#N)C1(NC(=CC(=C1)C=1C=C(C=CC1C)NC(=O)N1C[C@@H](CC1)CC(F)(F)F)N[C@@H](CO)C)C1=CC=NC=C1 (3S)-N-[3-(2-cyano-6-[[(2R)-1-hydroxypropan-2-yl]amino]-[2,4-bipyridin]-4-yl)-4-methylphenyl]-3-(2,2,2-trifluoroethyl)pyrrolidine-1-carboxamide